tetramethylolmethane-tris(β-aziridinyl propionate) N1(CC1)CCC(=O)O.N1(CC1)CCC(=O)O.N1(CC1)CCC(=O)O.C(O)C(CO)(CO)CO